rac-(3aR,7aS)-3-(7,8-dihydrofuro[3,2-e][1,3]benzothiazol-2-yl)-5-(2-propyn-1-yl)octahydro-2H-imidazo[4,5-c]pyridin-2-one N1=C(SC2=C1C1=C(C=C2)OCC1)N1C(N[C@@H]2[C@H]1CN(CC2)CC#C)=O |r|